OC1(CC(=C(O1)C1=CC=CC=C1)C#N)C(F)(F)F 5-hydroxy-2-phenyl-5-(trifluoromethyl)-4,5-dihydrofuran-3-carbonitrile